C1(CC1)COC1=C(OC2C3CN(CC2CC3)C=3N=NC(=CC3)C(F)(F)F)C=CC(=C1)C(F)(F)F (8-syn)-8-(2-Cyclopropylmethoxy-4-trifluoromethylphenoxy)-3-(6-trifluoromethylpyridazin-3-yl)-3-azabicyclo[3.2.1]octan